{1-[4-({(1R)-1-[3-(difluoromethyl)-2-fluorophenyl]ethyl}amino)-2-methylpyrido[3,4-d]pyrimidin-6-yl]-4-methylpiperazin-2-yl}methanol FC(C=1C(=C(C=CC1)[C@@H](C)NC=1C2=C(N=C(N1)C)C=NC(=C2)N2C(CN(CC2)C)CO)F)F